ClC1=CC(=C2C(=N1)NC=C2)C=2N=NN(C2)CC2=CC=CC(=N2)N2CC1(CC(C1)=O)C2 6-(6-((4-(6-Chloro-1H-pyrrolo[2,3-b]pyridin-4-yl)-1H-1,2,3-triazole-1-yl)methyl)pyridin-2-yl)-2-oxo-6-azaspiro[3.3]heptane